(5-bromo-2-nitrophenyl)-D-alanine BrC=1C=CC(=C(C1)N[C@H](C)C(=O)O)[N+](=O)[O-]